dodecyl-L-leucine tert-butyl ester C(C)(C)(C)OC([C@@H](NCCCCCCCCCCCC)CC(C)C)=O